CC1=CC2=C(C=C1C(=C)C3=CC=C(C=C3)C(=O)O)C(CCC2(C)C)(C)C The molecule is a retinoid, a member of benzoic acids and a member of naphthalenes. It has a role as an antineoplastic agent.